C(C)(=O)N1C=C(C2=CC=CC=C12)C(=O)NCC1=C(C=C(C=C1)F)Cl 1-acetyl-N-(2-chloro-4-fluorobenzyl)-1H-indole-3-carboxamide